C(C)(=O)N[C@@H](CCC(=O)OC(C)(C)C)C(=O)N[C@H](C(=O)N1C(CCC1)C(N[C@@H](C(=O)N)CS)=O)CCSC tert-butyl (4S)-4-acetamido-5-(((2S)-1-(2-(((S)-1-amino-3-mercapto-1-oxopropan-2-yl)carbamoyl) pyrrolidin-1-yl)-4-(methylthio)-1-oxobutan-2-yl) amino)-5-oxopentanoate